1-(4-fluorophenyl)-6-(methylsulfonyl)-3,4-dihydroisoquinoline FC1=CC=C(C=C1)C1=NCCC2=CC(=CC=C12)S(=O)(=O)C